(1S,2S)-2-(methoxymethyl)imidazo[1,2-b]pyridazine COCC=1N=C2N(N=CC=C2)C1